(2S,4R)-N-((S)-1-(4-(4-chlorothiazol-5-yl)phenyl)ethyl)-4-hydroxy-1-((R)-3-methyl-2-(3-methylisoxazol-5-yl)butanoyl)pyrrolidine-2-carboxamide ClC=1N=CSC1C1=CC=C(C=C1)[C@H](C)NC(=O)[C@H]1N(C[C@@H](C1)O)C([C@H](C(C)C)C1=CC(=NO1)C)=O